(R)-2-(4-chlorophenyl)-1-(4-((5R,7R)-7-hydroxy-5-methyl-6,7-dihydro-5H-cyclopenta[d]pyrimidin-4-yl)piperazin-1-yl)-4-(tetrahydro-2H-pyran-4-ylamino)butan-1-one ClC1=CC=C(C=C1)[C@H](C(=O)N1CCN(CC1)C=1C2=C(N=CN1)[C@@H](C[C@H]2C)O)CCNC2CCOCC2